C(C)OC(=C)C=1C=NC=C(C1)[N+](=O)[O-] 3-(1-ethoxyvinyl)-5-nitropyridine